(4-(3-((5-(trifluoromethyl)pyridin-2-yl)oxy)pyrazin-2-yl)-3,6-dihydropyridin-1(2H)-yl)prop-2-en-1-one FC(C=1C=CC(=NC1)OC=1C(=NC=CN1)C=1CCN(CC1)C(C=C)=O)(F)F